C(=O)(OC(C)(C)C)C1C[C@H](NCC1)C (R)-4-boc-2-methylpiperidine